(E)-2-(cyclopent-1-en-1-yl)-5-(2-(thiophen-3-yl)vinyl)benzene-1,3-diol C1(=CCCC1)C1=C(C=C(C=C1O)\C=C\C1=CSC=C1)O